2-[(1Z)-5-fluoro-2-methyl-1-{[4-(2-phenylethyl)phenyl]methylene}-1H-inden-3-yl]acetic acid FC=1C=C2C(=C(/C(/C2=CC1)=C/C1=CC=C(C=C1)CCC1=CC=CC=C1)C)CC(=O)O